5-[5-(3,5-dichlorophenyl)-5-trifluoromethyl-4,5-dihydroisoxazol-3-yl]-3-methyl-N-[(2,2,2-trifluoroethylamino)-ethyl]-picolinamide ClC=1C=C(C=C(C1)Cl)C1(CC(=NO1)C=1C=C(C(=NC1)C(=O)NCCNCC(F)(F)F)C)C(F)(F)F